5-[4-[[4-(azetidin-3-ylmethyl)piperazin-1-yl]methyl]-1-piperidyl]-2-(2,6-dioxo-3-piperidyl)isoindoline-1,3-dione N1CC(C1)CN1CCN(CC1)CC1CCN(CC1)C=1C=C2C(N(C(C2=CC1)=O)C1C(NC(CC1)=O)=O)=O